ClC=1C(=CC2=C(N(C[C@H](N(S2(=O)=O)C)C2CCCCC2)C2=CC=CC=C2)C1)N1CC(CC1)(C(=O)O)F 1-((R)-7-chloro-3-cyclohexyl-2-methyl-1,1-dioxido-5-phenyl-2,3,4,5-tetrahydrobenzo[f][1,2,5]thiadiazepin-8-yl)-3-fluoropyrrolidine-3-carboxylic acid